C1(=CC=CC=C1)C(COC)(COC)CCCCC 2-phenyl-2-pentyl-1,3-dimethoxypropane